OC1(C(OC1)=O)CC 3-hydroxy-3-ethyloxetaneOne